but-3-ynoic acid C(CC#C)(=O)O